C[C@H]1N(CCN(C1=O)C)CC(=O)NC1=CC(=C(C=C1)NC(=O)NCC(=O)NC1=CC=C(C=C1)N[C@@H]1C[C@@H](N(C2=CC=CC=C12)C(CC)=O)C)F 2-((R)-2,4-Dimethyl-3-oxopiperazin-1-yl)-N-(3-fluoro-4-(3-(2-((4-(((2S,4R)-2-methyl-1-propionyl-1,2,3,4-tetrahydroquinolin-4-yl)amino)phenyl)amino)-2-oxoethyl)ureido)phenyl)acetamide